O-methyl-5-formylcytidine CO[C@H]1[C@@H](O[C@@H]([C@H]1O)CO)N1C(=O)N=C(N)C(=C1)C=O